CN(C)CC1(C(C1)C(=O)OC)COC1=NC2=C(C=C(C=C2C(=N1)N1C[C@@]2(CC[C@H](C1)N2C(=O)OC(C)(C)C)C)F)F Tert-butyl (1S,5R)-3-(2-((1-((dimethylamino)methyl)-2-(methoxy carbonyl)cyclopropyl)methoxy)-6,8-difluoroquinazolin-4-yl)-1-methyl-3,8-diazabicyclo[3.2.1]octane-8-carboxylate